3-(5',6-difluoro-4,6'-dimethyl-[2,4'-bipyridin]-2'-yl)-5-(5-fluoropyridin-2-yl)-1,2,4-oxadiazole FC=1C(=CC(=NC1C)C1=NOC(=N1)C1=NC=C(C=C1)F)C1=NC(=CC(=C1)C)F